(S)-2-(4-bromo-2-(1,1-difluoropropyl)-5-fluorophenoxy)propanoic acid BrC1=CC(=C(O[C@H](C(=O)O)C)C=C1F)C(CC)(F)F